NC1=NC2=CC=CC=C2C(=N1)N.[Pt] platinum 2,4-diaminoquinazoline